methyl (E)-2-(1,2-dimethoxycyclooct-3-en-1-yl)acetate COC1(C(\C=C\CCCC1)OC)CC(=O)OC